C1(=CC(=CC=C1)C(=O)Cl)C(=O)Cl 3-benzenediformyl chloride